10-cyclopropyl-1-(9H-fluoren-9-yl)-3,6-dioxo-2,9-dioxa-4,7-diazaundecan C1(CC1)C(OCNC(CNC(OCC1C2=CC=CC=C2C=2C=CC=CC12)=O)=O)C